C1=C(C=CC2=CC=CC=C12)S(=O)(=O)N1CCC2(C[C@H](CO2)N)CC1 (R)-8-(naphthalen-2-ylsulfonyl)-1-oxa-8-azaspiro[4.5]Decan-3-amine